N-methoxyl-METHYL-ACRYLAMIDE methyl-(R)-2-(3-(N-(4-chloro-3-fluorobenzyl)phenylsulfonamido)bicyclo[1.1.1]pentan-1-yl)-4,4-dimethyl-4,5-dihydro-1H-imidazole-5-carboxylate COC(=O)[C@H]1C(N=C(N1)C12CC(C1)(C2)N(S(=O)(=O)C2=CC=CC=C2)CC2=CC(=C(C=C2)Cl)F)(C)C.O(C)NC(C(=C)C)=O